3-[(E)-2-nitrovinyl]-1H-pyrrole [N+](=O)([O-])/C=C/C1=CNC=C1